ethyl (E)-N-(4-cyano-1-(2-methoxyethyl)-1H-pyrazol-5-yl)formimidate C(#N)C=1C=NN(C1/N=C/OCC)CCOC